ClC1=NC(=NC(=C1)C1=NNC(=C1C)CC)N 4-Chloro-6-(5-ethyl-4-methyl-1H-pyrazol-3-yl)pyrimidin-2-amine